trans-N-((1r,4r)-4-((5-chloro-4-(2-(4-fluorophenyl)pyridin-4-yl)pyrimidin-2-yl)amino)cyclohexyl)acetamide ClC=1C(=NC(=NC1)N[C@@H]1CC[C@H](CC1)NC(C)=O)C1=CC(=NC=C1)C1=CC=C(C=C1)F